N-((1-(((1s,3s)-3-aminocyclobutyl)methyl)pyrrolidin-3-yl)methyl)-1-(3-(4-methoxyphenyl)-1,2,4-oxadiazol-5-yl)piperidine-4-carboxamide NC1CC(C1)CN1CC(CC1)CNC(=O)C1CCN(CC1)C1=NC(=NO1)C1=CC=C(C=C1)OC